(E)-3-methyl-2-(2-(1-methyl-1H-indol-3-yl)vinyl)benzo[d]thiazole CN1C(SC2=C1C=CC=C2)\C=C\C2=CN(C1=CC=CC=C21)C